2-(3,5-dichloro-4-((5-isopropyl-4-methyl-6-oxo-1,6-dihydropyridazin-3-yl)oxy)phenyl-2,6-d2)-3,5-dioxo-2,3,4,5-tetrahydro-1,2,4-triazine-6-carbonitrile ClC=1C(=C(C(=C(C1OC1=NNC(C(=C1C)C(C)C)=O)Cl)[2H])N1N=C(C(NC1=O)=O)C#N)[2H]